OC1OC(C2=CC(=CC=C12)C(=O)O)=O 1-hydroxyl-3-oxo-1,3-dihydroisobenzofuran-5-carboxylic acid